(chloromethyl)-1-((2-(trimethylsilyl)ethoxy)methyl)-1H-imidazole ClCC=1N(C=CN1)COCC[Si](C)(C)C